5-fluoro-N,N-diisopropyl-2-((4-(6-(2-((1r,4r)-4-pivalamidocyclohexyl)ethyl)-2,6-diazaspiro[3.3]heptan-2-yl)pyrimidin-5-yl)oxy)benzamide FC=1C=CC(=C(C(=O)N(C(C)C)C(C)C)C1)OC=1C(=NC=NC1)N1CC2(C1)CN(C2)CCC2CCC(CC2)NC(C(C)(C)C)=O